CC1=CC=CC(=N1)C1=NC=CC(=N1)NC1=NC(=NC=C1)NC1=CC=C(C=C1)N1CC(NCC1)C(=O)O[C@@H](CC)C |r| [rac-(1R)-1-methylpropyl] 4-[4-[[4-[[2-(6-methyl-2-pyridyl)pyrimidin-4-yl]amino]pyrimidin-2-yl]amino]phenyl]piperazine-2-carboxylate